CC=1C=NC(=C(C1)C(F)(F)F)C 3,6-dimethyl-5-(trifluoromethyl)pyridin